IC1=CC=C(C=C1)/C=C/C(=O)OC Methyl (2E)-3-(4-iodophenyl)prop-2-enoate